tert-butyl 4-(3,4-difluoro-2-(trifluoromethyl)phenyl)-5,6-dihydropyridine-1(2H)-carboxylate FC=1C(=C(C=CC1F)C1=CCN(CC1)C(=O)OC(C)(C)C)C(F)(F)F